C(CCC)OC(N[C@@H](COCC=C)C(NC=1SC=C(N1)C1=CC=CC=C1)=O)=O.NCCOCCOCCOCCOCCOCCNC=1C(=C(C(=O)NC=2SC(=CN2)C)C=CC1)C ((17-amino-3,6,9,12,15-pentaoxaheptadecyl)amino)-2-methyl-N-(5-methylthiazol-2-yl)benzamide butyl-N-[(1S)-1-[(4-phenyl-1,3-thiazol-2-yl)carbamoyl]-2-(prop-2-en-1-yloxy)ethyl]carbamate